5-(6-(2-chlorophenyl)-4-oxa-7-azaspiro[2.5]octan-7-yl)-N-((R,E)-4-(methylsulfonyl)but-3-en-2-yl)pyrazine-2-carboxamide ClC1=C(C=CC=C1)C1COC2(CC2)CN1C=1N=CC(=NC1)C(=O)N[C@H](C)\C=C\S(=O)(=O)C